C[C@@H]1CN(C[C@H](N1)C)[C@@H](C(=O)NC=1C=CC=C2C(=CNC12)C1=NC(=NC=C1C)NC1=C(C(=CC=C1)S(=O)(=O)C)F)CC R-2-((3r,5r)-3,5-dimethylpiperazin-1-yl)-N-(3-(2-((2-fluoro-3-(methylsulfonyl)phenyl)amino)-5-methylpyrimidin-4-yl)-1H-indol-7-yl)butanamide